N-(2-chloro-4-methyl-5-(2-(methylamino)-8,9-dihydroimidazo[1',2':1,6]pyrido[2,3-d]pyrimidin-6-yl)phenyl)-4-(trifluoromethyl)picolinamide ClC1=C(C=C(C(=C1)C)C1=CC2=C(N=C(N=C2)NC)N2C1=NCC2)NC(C2=NC=CC(=C2)C(F)(F)F)=O